CN1C(N(C2=CC(=CC=C2[C@@H]1C)C(NCC1=C(C=C(C=C1F)F)F)=O)CC1=C(C=C(OCC(=O)O)C=C1F)F)=O (S)-2-(4-((3,4-dimethyl-2-oxo-7-((2,4,6-trifluorobenzyl)carbamoyl)-3,4-dihydroquinazolin-1(2H)-yl)methyl)-3,5-difluorophenoxy)acetic acid